C1(CC1)CC=1C(=NC(=NC1N1C[C@@H](CC1)NC)N)N (cyclopropylmethyl)-6-[(3R)-3-(methylamino)pyrrolidin-1-yl]Pyrimidine-2,4-diamine